OC[C@@H](CC(C)C)NC1=NC(=NC(=N1)CC(C)C1=CC=C(C=C1)C(F)(F)F)NS(=O)(=O)C N-(4-(((R)-1-hydroxy-4-methylpent-2-yl)amino)-6-(2-(4-(trifluoromethyl)phenyl)propyl)-1,3,5-triazin-2-yl)methanesulfonamide